7-butyl 2-ethyl 5H,6H,7H,8H-imidazo[1,2-a]pyrazine-2,7-dicarboxylate N=1C(=CN2C1CN(CC2)C(=O)OCCCC)C(=O)OCC